1-(N-((1S,2R)-2-(6-fluoro-2,3-dimethylphenyl)-1-(5-oxo-4,5-dihydro-1,3,4-oxadiazol-2-yl)propyl)sulfamoyl)piperidine-2-carboxamide FC1=CC=C(C(=C1[C@H]([C@@H](C=1OC(NN1)=O)NS(=O)(=O)N1C(CCCC1)C(=O)N)C)C)C